C(C)(C)(C)C1=C(C=CC(=C1)C(C)(C)C)[N+](=O)[O-] 2,4-Ditert-butyl-1-nitrobenzene